ClC1=CC=C(C=N1)CN(C=1C=COC1)CC1=CC=C(C=C1)C(F)(F)F 4-{[(6-Chloropyridin-3-yl)methyl](4-trifluoromethylbenzyl)amino}furan